(S)-1-(7-(3-(2-chlorophenyl)-5,5-difluoro-4,5,6,7-tetrahydropyrazolo[1,5-a]pyridine-2-carbonyl)-6-methyl-2,7-diazaspiro[3.5]nonan-2-yl)prop-2-en-1-one ClC1=C(C=CC=C1)C=1C(=NN2C1CC(CC2)(F)F)C(=O)N2[C@H](CC1(CN(C1)C(C=C)=O)CC2)C